C(C)(=O)NC1=C(C=C(C=C1)N1CC2(CCN(C2)C(=O)OC(C)(C)C)CC1)[N+](=O)[O-] tert-butyl 7-(4-acetylamino-3-nitrophenyl)-2,7-diazaspiro[4.4]nonane-2-carboxylate